methylolhydroxystearic acid amide C(O)C(C(=O)N)(CCCCCCCCCCCCCCCC)O